4-(2-furanyl)-3-buten-2-one O1C(=CC=C1)C=CC(C)=O